[3-(triazol-1-yl)phenyl]boronic acid N1(N=NC=C1)C=1C=C(C=CC1)B(O)O